(2R)-N-((R)-(3-chloro-2,4-difluorophenyl)((R)-3,3-difluorocyclopentyl)methyl)-2-methyl-3-oxopiperazine-1-carboxamide ClC=1C(=C(C=CC1F)[C@H](NC(=O)N1[C@@H](C(NCC1)=O)C)[C@H]1CC(CC1)(F)F)F